FC1=C(C=C(C=C1)F)[C@H]1[C@@H](CN(C1)CCOC)NC(=O)NC1=CC(=NN1C)C1=CC=C(C=C1)F 1-((3S,4R)-4-(2,5-difluorophenyl)-1-(2-methoxyethyl)pyrrolidin-3-yl)-3-(3-(4-fluorophenyl)-1-methyl-1H-pyrazol-5-yl)urea